9-(3,3-difluoroazetidin-1-yl)-4-[[(2S)-1,4-dioxan-2-yl]methoxy]-1-methyl-6,7-dihydrobenzo[a]quinolizin-2-one FC1(CN(C1)C1=CC2=C(C3=C(C(C=C(N3CC2)OC[C@H]2OCCOC2)=O)C)C=C1)F